P(=O)(OC1=C2C(=CNC2=CC=C1)C1CCN(CC1)C)(O)O 3-(1-methylpiperidin-4-yl)-1H-indol-4-yl dihydrogen phosphate